BrC=1C(=NC(=C(C1)Cl)C)NC=1C=2C=NN(C2C=C(C1C)F)C1OCCCC1 N-(3-bromo-5-chloro-6-methylpyridin-2-yl)-6-fluoro-5-methyl-1-(tetrahydro-2H-pyran-2-yl)-1H-indazol-4-amine